C(=O)O.CCC(=O)N methylacetamide, formate salt